C(#N)[C@H](C[C@H]1C(NCC1)=O)NC(=O)[C@H]1N([C@H]2CC([C@@H]1CC2)(F)F)C([C@H](CC2CCC2)NC(C(F)(F)F)=O)=O (1R,3S,4R)-N-[(1S)-1-cyano-2-[(3S)-2-oxopyrrolidin-3-yl]ethyl]-2-[(2S)-3-cyclobutyl-2-[(2,2,2-trifluoroacetyl)amino]propanoyl]-5,5-difluoro-2-azabicyclo[2.2.2]octane-3-carboxamide